3-bromo-1-(4-chlorophenyl)-4-methyl-4,5-dihydro-1H-1,2,4-triazol-5-one BrC1=NN(C(N1C)=O)C1=CC=C(C=C1)Cl